3-(ethylaminomethyl)pyrrolidine C(C)NCC1CNCC1